FC1=C2C=CN(C2=C(C=C1)C(=O)NC1CC2(CCC2)C1)CC1=C(C=C(C=C1)C1=CC=CC=C1)F (Ra)-6-(4-Fluoro-1-((3-fluoro-[1,1'-biphenyl]-4-yl)methyl)-1H-indol-7-carboxamido)spiro-[3.3]heptan